(2E)-2-[2-(4-fluoro-2-iodophenyl)hydrazin-1-ylidene]acetic acid FC1=CC(=C(C=C1)N\N=C\C(=O)O)I